COCCOCCOCCOC TRIETHYLENE GLYCOL DIMETHYL ETHER